1-(2,5-dichlorophenyl)-3-[1-(4-methylphenyl)-5-oxopyrrolidin-3-yl]thiourea ClC1=C(C=C(C=C1)Cl)NC(=S)NC1CN(C(C1)=O)C1=CC=C(C=C1)C